1-methyl-1H-imidazol-5-yl-isoxazol-3(2H)-one CN1C=NC=C1N1OC=CC1=O